N[C@H](CONC(CC1CCN(CC1)C1=NC=C(C=C1)C#N)=O)C (S)-N-(2-aminopropoxy)-2-[1-(5-cyanopyridin-2-yl)piperidin-4-yl]acetamide